FC=1C(=CC=2C3=C(NC(C2C1)=O)C(OC[C@H]3N(C(=O)C=3NC1=CC(=C(C=C1C3)F)F)C)OC)F N-((1S)-8,9-Difluoro-4-methoxy-6-oxo-1,4,5,6-tetrahydro-2H-pyrano[3,4-c]isoquinolin-1-yl)-5,6-difluoro-N-methyl-1H-indole-2-carboxamide